tert-Butyl (S)-3-((8-((3-chloro-4-(difluoromethoxy)-2-fluorophenyl)amino)pyrimido[5,4-d]pyrimidin-2-yl)oxy)pyrrolidine-1-carboxylate ClC=1C(=C(C=CC1OC(F)F)NC1=NC=NC2=C1N=C(N=C2)O[C@@H]2CN(CC2)C(=O)OC(C)(C)C)F